(2R,3S)-2-(3-(5-chloro-7-(4-methylthiophen-3-yl)-1H-benzo[d]imidazol-1-yl)propyl)piperidin-3-ol dihydrochloride Cl.Cl.ClC1=CC2=C(N(C=N2)CCC[C@H]2NCCC[C@@H]2O)C(=C1)C1=CSC=C1C